NC=1C(=C(C=C2C=NN(C12)C(C(=O)OC(C)(C)C)C)Br)F tert-butyl 2-(7-amino-5-bromo-6-fluoro-1H-indazol-1-yl)propanoate